tert-butyl (R)-3-((S)-1-((S)-4-benzyl-2-oxooxazolidin-3-yl)-1-oxo-3-(3-oxo-2,3-dihydrobenzofuran-5-yl)propan-2-yl)pyrrolidine-1-carboxylate C(C1=CC=CC=C1)[C@@H]1N(C(OC1)=O)C([C@@H](CC=1C=CC2=C(C(CO2)=O)C1)[C@@H]1CN(CC1)C(=O)OC(C)(C)C)=O